(2S,4R)-1-[(2S)-2-(4-cyclopropyltriazol-1-yl)-3,3-dimethyl-butanoyl]-4-hydroxy-N-[(1R,5S,6S,7R)-7-hydroxy-6-bicyclo[3.2.0]heptanyl]pyrrolidine-2-carboxamide C1(CC1)C=1N=NN(C1)[C@H](C(=O)N1[C@@H](C[C@H](C1)O)C(=O)N[C@H]1[C@H]2CCC[C@H]2[C@H]1O)C(C)(C)C